NC1=CC(=C2NC(CCCCCC[C@@](C3=NN=C(C1=N2)O3)(C(F)(F)F)O)=O)C(F)(F)F |r| racemic-18-amino-6-hydroxy-6,16-bis(trifluoromethyl)-20-oxa-3,4,14,19-tetrazatricyclo[13.3.1.12,5]icosa-1(19),2,4,15,17-pentaen-13-one